NC=1C=NC=C(C1C1=CC(=C(C(=O)NC=2C=C(C(=NC2)C(=O)NCCF)Cl)C=C1F)Cl)C#C 5-(4-(3-amino-5-ethynylpyridin-4-yl)-2-chloro-5-fluorobenzamido)-3-chloro-N-(2-fluoroethyl)picolinamide